C(C)(=O)C=1C(=NC=C(C1)C(C)=O)C#C 3,5-diacetylethynyl-pyridine